ClC1=NC(=C(C(=N1)C(=O)OCC)F)C1=C2C=NN(C2=CC=C1C)C1OCCCC1 ethyl 2-chloro-5-fluoro-6-(5-methyl-1-tetrahydropyran-2-yl-indazol-4-yl)pyrimidine-4-carboxylate